5-(1H-imidazol-1-yl)-2-{3-[3-(methylamino)pyrrolidin-1-yl]-1,2,4-triazin-6-yl}phenol N1(C=NC=C1)C=1C=CC(=C(C1)O)C1=CN=C(N=N1)N1CC(CC1)NC